O=C1NC2=CC=C(C=C2C1)C(=O)O 2-oxo-2,3-dihydro-1H-indole-5-carboxylic acid